CC1CCCC(CCCCCCC1C)(C1=CC=C(C=C1)O)C1=CC=C(C=C1)O 5,6-dimethyl-1,1-bis(4-hydroxyphenyl)cyclododecane